C1(=CC=CC=C1)CCCC1CCCC12N(CCCC2)C(=O)N (3-phenylpropyl)-6-azaspiro[4.5]decane-6-carboxamide